ClC=1N=NC(=CN1)C1=C(C=C(C=C1C)C)OCOCC 3-chloro-6-(2-(ethoxymethoxy)-4,6-dimethylphenyl)-1,2,4-triazine